(1,1,3,3-tetramethylbutyl)-6-benzotriazol-2-ylphenol CC(CC(C)(C)C)(C)C1=C(C(=CC=C1)N1N=C2C(=N1)C=CC=C2)O